BrC1=NN(C2=C1N=C(N=C2NCCCC)NC(=O)OC)CC2=C(C=C(C=N2)C=2CCN(CC2)C(=O)OC(C)(C)C)OC tert-butyl 6-((3-bromo-7-(butylamino)-5-((methoxycarbonyl)amino)-1H-pyrazolo[4,3-d]pyrimidin-1-yl)methyl)-5-methoxy-3',6'-dihydro-[3,4'-bipyridine]-1'(2'H)-carboxylate